Ethyl (((cis-3-(2-amino-6-methoxy-9H-purin-9-yl)cyclobutyl) methoxy)(naphthalen-1-yloxy)phosphoryl)-L-alaninate NC1=NC(=C2N=CN(C2=N1)[C@H]1C[C@H](C1)COP(=O)(OC1=CC=CC2=CC=CC=C12)N[C@@H](C)C(=O)OCC)OC